3-(5-(3-cyano-6-(1-(trifluoromethyl)-1H-pyrazol-4-yl)pyrazolo[1,5-a]pyridin-4-yl)pyridin-2-yl)-3,6-diazabicyclo[3.1.1]heptane-6-carboxylic acid tert-butyl ester C(C)(C)(C)OC(=O)N1C2CN(CC1C2)C2=NC=C(C=C2)C=2C=1N(C=C(C2)C=2C=NN(C2)C(F)(F)F)N=CC1C#N